FC(C1=NN=C(O1)C1=CC=C(CN2N=NC(=C2)C=2C=CC(=C(C2)N2[C@@H]3CN([C@H](C2)C3)C(=O)OC(C)(C)C)F)C=C1)F tert-butyl (1S,4S)-5-(5-(1-(4-(5-(difluoromethyl)-1,3,4-oxadiazol-2-yl)benzyl)-1H-1,2,3-triazol-4-yl)-2-fluorophenyl)-2,5-diazabicyclo[2.2.1]heptan-2-carboxylate